N-((4-((1R,2R)-1,2-dihydroxypropyl)-7-(4-(trifluoromethoxy)phenyl)-2,3-dihydrobenzofuran-5-yl)methyl)acrylamide O[C@@H]([C@@H](C)O)C1=C(C=C(C2=C1CCO2)C2=CC=C(C=C2)OC(F)(F)F)CNC(C=C)=O